5-(2-{[(3S)-3-(difluoromethyl)-3,4-dihydroisoquinolin-2(1H)-yl]carbonyl}-5-fluorophenyl)-N-(4-hydroxyphenyl)-1,2-dimethyl-N-(1-methyl-1H-pyrazol-4-yl)-1H-pyrrole-3-carboxamide FC([C@H]1N(CC2=CC=CC=C2C1)C(=O)C1=C(C=C(C=C1)F)C1=CC(=C(N1C)C)C(=O)N(C=1C=NN(C1)C)C1=CC=C(C=C1)O)F